N-[3-chloro-4-[4-(piperidine-4-carbonyl)piperazine-1-carbonyl]phenyl]-5-[1-(4-methoxypyrimidin-2-yl)-3-(trifluoromethyl)pyrazol-4-yl]-1-methylimidazole-2-carboxamide ClC=1C=C(C=CC1C(=O)N1CCN(CC1)C(=O)C1CCNCC1)NC(=O)C=1N(C(=CN1)C=1C(=NN(C1)C1=NC=CC(=N1)OC)C(F)(F)F)C